4-(2,2,2-trifluoroethyl)-1H,4H,5H-pyrrolo[3,2-b]pyridin-5-one FC(CN1C2=C(C=CC1=O)NC=C2)(F)F